CC=1C=CC=C2C(=C(NC12)C1=CC=CC=C1)C=O 7-METHYL-2-PHENYL-1H-INDOLE-3-CARBALDEHYDE